3-(5-(((1R,2S)-2-((4,4-difluorocyclohexyl)amino)cyclohexyl)methyl)-7-fluoro-1-oxoisoindolin-2-yl)piperidine-2,6-dione FC1(CCC(CC1)N[C@@H]1[C@H](CCCC1)CC=1C=C2CN(C(C2=C(C1)F)=O)C1C(NC(CC1)=O)=O)F